4-[[3-[4-(difluoromethoxy)phenyl]imidazo[1,2-a]pyrazin-8-yl]amino]-N,2-dimethyl-N-(2-piperazin-1-ylethyl)benzamide FC(OC1=CC=C(C=C1)C1=CN=C2N1C=CN=C2NC2=CC(=C(C(=O)N(CCN1CCNCC1)C)C=C2)C)F